4-[3-(3-fluoro-2-methoxy-anilino)-4-oxo-2-[3-(4-piperidinylmethoxy)-4-pyridinyl]-1,5,6,7-tetrahydropyrrolo[3,2-c]pyridin-7-yl]butanal FC=1C(=C(NC2=C(NC3=C2C(NCC3CCCC=O)=O)C3=C(C=NC=C3)OCC3CCNCC3)C=CC1)OC